(3-amino-4-fluorophenyl)(2-(benzyloxy)phenyl)methanol NC=1C=C(C=CC1F)C(O)C1=C(C=CC=C1)OCC1=CC=CC=C1